C1(CC1)CN1C(=CC=2C1=NC(=CC2)N(S(=O)(=O)C)C(F)F)C=2N=C1N(C(=CC(=C1)C(=O)O)OC)C2C 2-(1-(cyclopropylmethyl)-6-(N-(difluoromethyl)methylsulfonamido)-1H-pyrrolo[2,3-b]pyridin-2-yl)-5-methoxy-3-methylimidazo[1,2-a]pyridine-7-carboxylic acid